2-((2-ethyloctyl)oxy)ethane-1-ol C(C)C(COCCO)CCCCCC